(2S)-2-(Methylamino)-3-(2,2,2-trifluoroethoxy)propanoic acid CN[C@H](C(=O)O)COCC(F)(F)F